(E)-5-hydroxy-2-((6-(trifluoromethyl)pyridin-3-yl)methylene)-2,3-dihydro-1H-inden-1-one OC=1C=C2C\C(\C(C2=CC1)=O)=C/C=1C=NC(=CC1)C(F)(F)F